O1CCN(CC1)CCN1N=CC(=C1)OB(O)O (1-(2-morpholinoethyl)-1H-pyrazol-4-yl)boric acid